C(C)(C)(C)OC(=O)N1CCC(=CC1)C1=NC(=CC=C1)OCC1=C(C=C(C=C1)Cl)F 6-((4-chloro-2-fluorobenzyl)oxy)-3',6'-dihydro-[2,4'-bipyridine]-1'(2'H)-Carboxylic acid tert-butyl ester